CSC=1N(C(C(=CN1)NCCCC1=CC=CC=C1)=O)CC(=O)OCCCC butyl 2-(2-(methylthio)-6-oxo-5-((3-phenylpropyl)amino) pyrimidin-1(6H)-yl)acetate